ClC=1C=C(CN[C@H](C)C2=CC=CC=C2)C=CC1Cl 3,4-dichloro-N-[(1R)-1-phenylethyl]-benzylamine